C(C)C1C(CC2CCC(CC2C1)C(=O)O)C(=O)O 3-ethyl-2,6-decalin-dicarboxylic acid